ClC1=C(C=CC=C1)C=1N(C2=NC(=NC(=C2N1)N1CCC(CC1)C(F)(F)F)N1CCS(CC1)(=O)=O)C1=CC=C(C=C1)Cl 4-[8-(2-chlorophenyl)-9-(4-chlorophenyl)-6-[4-(trifluoromethyl)-1-piperidyl]purin-2-yl]-1,4-thiazinane 1,1-dioxide